C(C)N1C(=C2C(NC(CCC2=C1C(=O)NC1=CC(=C(C=C1)F)C)(C)C)=O)C 2-ethyl-N-(4-fluoro-3-methylphenyl)-3,6,6-trimethyl-4-oxo-2,4,5,6,7,8-hexahydropyrrolo[3,4-c]azepine-1-carboxamide